7-(4-vinylbenzyloxy)-4-methylcoumarin C(=C)C1=CC=C(COC2=CC=C3C(=CC(OC3=C2)=O)C)C=C1